P(=O)(O)(O)O.C(C=C)NC1=CC=CC=C1 allylphenyl-amine phosphate salt